C(C1=CC=CC=C1)OC(=O)N\C(\C(=O)OC)=C/C1=C(C2=CC=CC=C2C=C1)OC methyl (2Z)-2-{[(benzyloxy)carbonyl]amino}-3-(1-methoxynaphthalen-2-yl)prop-2-enoate